COCC1=NN2C(N=CC=C2C(=O)N[C@@H]2CC[C@@H](CC2)OC(F)(F)F)=C1C(=O)N 2-(Methoxymethyl)-N7-[cis-4-(trifluoromethoxy)cyclohexyl]pyrazolo[1,5-a]pyrimidine-3,7-dicarboxamide